CC1=CC=C(C(=O)OC[C@]2(O[C@H](C[C@@H]2OC(C2=CC=C(C=C2)C)=O)N2C(N=C(C(=C2)F)O)=O)C=C)C=C1 [(2R,3S,5R)-5-(5-fluoro-4-hydroxy-2-oxo-pyrimidin-1-yl)-3-(4-methylbenzoyl)oxy-2-vinyl-tetrahydrofuran-2-yl]methyl 4-methylbenzoate